Cl.ClC=1C=C(CCN2CCC(CC2)N)C=CC1OCC 1-(3-chloro-4-ethoxyphenethyl)piperidin-4-amine hydrochloride